ClC=1C(=NC(=NC1)N[C@@H]1CC[C@H](CC1)NC(C)=O)C1=NC(=CC=C1)C1=CC=C(C=C1)F trans-N-((1r,4r)-4-((5-chloro-4-(6-(4-fluorophenyl)pyridin-2-yl)pyrimidin-2-yl)amino)cyclohexyl)acetamide